[Sn](SC#N)SC#N tin (II) thiocyanate